C(#N)C=1C=NN2C1C(=CC(=C2)C=2C=NN(C2)C)C=2C=CC(=NC2)N2C[C@@H]1C([C@@H]1C2)NC(=O)NC=2C=NC(=CC2)OC 1-((1R,5S,6s)-3-(5-(3-cyano-6-(1-methyl-1H-pyrazol-4-yl)pyrazolo[1,5-a]pyridin-4-yl)pyridin-2-yl)-3-azabicyclo[3.1.0]hexan-6-yl)-3-(6-methoxypyridin-3-yl)urea